(Z)-5-((2-bromothiophene-3-yl)methylene)-4H-cyclopenta[b]thiophene-4,6(5H)-dione BrC=1SC=CC1\C=C/1\C(C2=C(SC=C2)C1=O)=O